C(C)OC=1C(=NC=C(C1)F)OC=1C=C(C=NC1)C1N(C=CC=N1)[C@@H]1CNC[C@H](C1)F 2-{5-[(3-Ethoxy-5-fluoropyridin-2-yl)oxy]pyridin-3-yl}-N-[(3S,5S)-5-fluoropiperidin-3-yl]pyrimidine